4'-chloro-9'-(1-((3-oxocyclobutyl)methyl)piperidin-4-yl)-5'H-spiro[cyclohexane-1,7'-indolo[1,2-a]quinazolin]-5'-one ClC=1C=2C(N=C3N(C2C=CC1)C1=CC=C(C=C1C31CCCCC1)C1CCN(CC1)CC1CC(C1)=O)=O